Methyl 1-(6-butyl-3-(4-(methylsulfonyl)phenyl)pyrazin-2-yl)piperidine-4-carboxylate C(CCC)C1=CN=C(C(=N1)N1CCC(CC1)C(=O)OC)C1=CC=C(C=C1)S(=O)(=O)C